pentanedioic Acid 1-tert-Butyl Ester C(C)(C)(C)OC(CCCC(=O)O)=O